4-(2-(4-Aminopiperidin-1-yl)-5-chloro-1-methyl-6-oxo-1,6-dihydropyrimidin-4-yl)-2-fluorobenzonitrile NC1CCN(CC1)C=1N(C(C(=C(N1)C1=CC(=C(C#N)C=C1)F)Cl)=O)C